CS(=O)(=O)CCN(C(\C=C\C1=CC=C(C=C1)C)=O)C1=CC=CC=C1 (E)-N-(2-methylsulfonylethyl)-N-phenyl-3-(p-tolyl)prop-2-enamide